COC1=CC=C(COC(CCCCCC[C@@H]2[C@H]([C@@H](CC2=O)OC2OCCC2)CCC(C(CCCC)(F)F)O[Si](CC)(CC)CC)=O)C=C1 7-[(1R,2R,3R)-2-(4,4-difluoro-3-triethylsiloxyoctyl)-5-keto-3-(tetrahydrofuran-2-yloxy)cyclopentyl]heptanoic acid 4-methoxybenzyl ester